N4-methyl-N1-(2-oxo-2,3-dihydro-1H-benzo[d]imidazol-5-yl)indoline-1,4-dicarboxamide CNC(=O)C=1C=2CCN(C2C=CC1)C(=O)NC1=CC2=C(NC(N2)=O)C=C1